COC=1C=C(C=C(C1)OC)C1=CC=2C(=NC=CC2N1)N1CCOCC1 4-[2-(3,5-dimethoxyphenyl)-1H-pyrrolo[3,2-c]pyridin-4-yl]morpholine